N5-((1s,4R)-4-Hydroxycyclohexyl)-N3-methyl-1-((S)-1-phenylethyl)-1H-pyrazole-3,5-dicarboxamide OC1CCC(CC1)NC(=O)C1=CC(=NN1[C@@H](C)C1=CC=CC=C1)C(=O)NC